3-fluoro-6-(6-(((1S,3S)-3-((7-(trifluoromethyl)-[1,2,4]triazolo[1,5-a]pyridin-2-yl)amino)cyclopentyl)amino)pyridin-3-yl)-5,6-dihydro-7H-pyrrolo[3,4-b]pyridin-7-one FC=1C=C2C(=NC1)C(N(C2)C=2C=NC(=CC2)N[C@@H]2C[C@H](CC2)NC2=NN1C(C=C(C=C1)C(F)(F)F)=N2)=O